N4-(3-aminophenyl)-5-(3-chloro-5-fluorophenyl)-N2-(1-methyl-1H-pyrazol-4-yl)pyrimidine-2,4-diamine NC=1C=C(C=CC1)NC1=NC(=NC=C1C1=CC(=CC(=C1)F)Cl)NC=1C=NN(C1)C